CN1C2=C(OCC1=O)C=CC(=C2)CC2=C(NC=1N(C2=O)N=C(C1N1CCCCC1)C1=CC=CC=C1)C 4-methyl-6-((5-methyl-7-oxo-2-phenyl-3-(piperidin-1-yl)-4,7-dihydropyrazolo[1,5-a]pyrimidin-6-yl)methyl)-2H-benzo[b][1,4]oxazin-3(4H)-one